1-(13Z-docosenoyl)-2-(11Z-octadecenoyl)-sn-glycero-3-phosphocholine CCCCCCCC/C=C\CCCCCCCCCCCC(=O)OC[C@H](COP(=O)([O-])OCC[N+](C)(C)C)OC(=O)CCCCCCCCC/C=C\CCCCCC